FC(OC1=CC=C(C=C1)N1C(C=2N([C@H](C1)C)N=CC2C=2C=CC=1N(C2)C=CN1)=O)F (7S)-5-[4-(difluoromethoxy)phenyl]-3-(imidazo[1,2-a]pyridin-6-yl)-7-methyl-6,7-dihydropyrazolo[1,5-a]pyrazin-4(5H)-one